3-(3-(7-chloro-6-(2'-hydroxy-[1,1'-biphenyl]-4-yl)-2-oxo-1,2-dihydroquinolin-3-yl)phenyl)propionic acid methyl ester COC(CCC1=CC(=CC=C1)C=1C(NC2=CC(=C(C=C2C1)C1=CC=C(C=C1)C1=C(C=CC=C1)O)Cl)=O)=O